ClC1=CC(=CC=2CNC3(CC3)COC21)N2C=CC1=CC(=CC=C21)F 9-chloro-7-(5-fluoroindol-1-yl)-4,5-dihydro-2H-spiro[1,4-benzoxazepine-3,1'-cyclopropane]